C(C)(=O)OCC1=CC=C(C=C1)N1C(=NC=2C1=NC(=CC2)C2=NC=C(C=C2)F)C=2C=NC=CC2 4-(5-(5-fluoropyridin-2-yl)-2-(pyridin-3-yl)-3H-imidazo[4,5-b]pyridin-3-yl)benzyl acetate